C1(CC1)C=1C(=NSC1C(=O)OCC)C1COCCC1 ethyl 4-cyclopropyl-3-(oxan-3-yl)-1,2-thiazole-5-carboxylate